FC1=C(C=CC(=C1)N)C1=C(C=C(C=C1)N)F 2,2'-Bis(fluoro)-4,4'-diaminobiphenyl